C(=O)(O)CCOP(=O)(OCCC(=O)O)OCCC(=O)O tris(2-carboxyethyl)-phosphate